BrC=1C=C(C=CC1)NC1=NC(=C(C=2N=C(N=CC21)SC)F)Cl N-(3-bromophenyl)-7-chloro-8-fluoro-2-(methylthio)pyrido[4,3-d]pyrimidin-5-amine